2,5-dimethyl-2,5-bis(tert-butyl-peroxy)-hexane CC(C)(CCC(C)(OOC(C)(C)C)C)OOC(C)(C)C